C(CCCCC)C1=C(C(O)=CC=C1)O hexylcatechol